FC1=C(C=CC(=C1)OC1=CC(=C(C(=C1)F)F)F)NC(OCC=1C(=C2C(N(CC2=CC1)C1C(NC(CC1)=O)=O)=O)OC)=O [2-(2,6-dioxopiperidin-3-yl)-4-methoxy-3-oxo-2,3-dihydro-1H-isoindol-5-yl]methyl N-[2-fluoro-4-(3,4,5-trifluorophenoxy)phenyl]carbamate